N1C(=NC2=C1C=CC=C2)CCC2(NC(=NC(=N2)NCCN(C)C)C2=CC=CC=C2)N 2-(2-(1H-benzimidazol-2-yl)ethyl)-N4-(2-(dimethylamino)ethyl)-6-phenyl-1,3,5-triazine-2,4-diamine